ClC1=C2C=CNC2=CC(=C1)NC1=CC(=CC(=N1)C#N)NC1=CC=C2C(C(NC2=C1)=O)(C)C 6-[(4-chloro-1H-indol-6-yl)amino]-4-[(3,3-dimethyl-2-oxo-2,3-dihydro-1H-indol-6-yl)amino]pyridine-2-carbonitrile